CC1=NC=2C(=NC(=CC2)C=2C=CN3N=C(N=CC32)NCC(F)(F)F)N1C 5-(2,3-dimethyl-3H-imidazo[4,5-b]pyridin-5-yl)-N-(2,2,2-trifluoroethyl)pyrrolo[2,1-f][1,2,4]triazin-2-amine